C(=O)N1CCC1 formylazetidine